1-(6-bromo-2-methoxyquinolin-3-yl)-2-(2,6-dimethoxypyridin-4-yl)-4-(dimethylamino)-1-(2,5-dimethylthiophen-3-yl)butan-2-ol BrC=1C=C2C=C(C(=NC2=CC1)OC)C(C(CCN(C)C)(O)C1=CC(=NC(=C1)OC)OC)C1=C(SC(=C1)C)C